C[C@@H]1CN(CC(=C1)C1=CNC2=NC=CC=C21)CC2=CN=CO2 (S)-5-((3-methyl-5-(1H-pyrrolo[2,3-b]pyridin-3-yl)-3,6-dihydropyridin-1(2H)-yl)methyl)oxazole